CC1=NN2C(C=C(C=C2C2=NOC(=C2)[Si](C)(C)C)C(=O)OC)=C1 methyl 2-methyl-7-(5-(trimethylsilyl)isoxazol-3-yl)pyrazolo[1,5-a]pyridine-5-carboxylate